COC1=C2C(=NN(C2=CC=C1C(C)OC)C)N 4-Methoxy-5-(1-methoxyethyl)-1-methyl-1H-indazol-3-amine